N-(4-((5-chloro-4-(3-fluorophenoxy)-2-(2-hydroxypropan-2-yl)phenyl)amino)-7-methoxyquinazoline-6-yl)-4-(piperidin-1-yl)but-2-enamide ClC=1C(=CC(=C(C1)NC1=NC=NC2=CC(=C(C=C12)NC(C=CCN1CCCCC1)=O)OC)C(C)(C)O)OC1=CC(=CC=C1)F